1,4-Bis(dimethylamino)-1,4-disilapentan CN([SiH2]CC[SiH](C)N(C)C)C